(S)-quinuclidin-3-yl (7-(2-(methoxymethoxy)phenyl)chroman-4-yl)carbamate COCOC1=C(C=CC=C1)C1=CC=C2C(CCOC2=C1)NC(O[C@@H]1CN2CCC1CC2)=O